FC(C(=O)O)(F)F.FC(C(=O)O)(F)F.N[C@H](C(=O)N1CC2=CC=CC=C2C1)CC(=O)N1C[C@@H](N(CC1)C(C1=CC=C(C=C1)F)C1=CC=C(C=C1)F)C (S)-2-amino-4-((S)-4-(bis(4-fluorophenyl)methyl)-3-methyl-piperazin-1-yl)-1-(isoindolin-2-yl)butane-1,4-dione bis(2,2,2-trifluoroacetate)